C(#N)C=1C(=NN(C1NC(COC=1C=CC=C2C(=NN(C12)C)C1C(NC(CC1)=O)=O)=O)C1=CC=CC=C1)C N-(4-Cyano-3-methyl-1-phenyl-1H-pyrazol-5-yl)-2-((3-(2,6-dioxopiperidin-3-yl)-1-methyl-1H-indazol-7-yl)oxy)acetamide